2-((1S,6S)-6-aminocyclohex-3-en-1-yl)-3,5-dichloro-N-(oxazol-2-ylmethyl)thieno[3,2-b]pyridin-7-amine N[C@H]1CC=CC[C@@H]1C1=C(C2=NC(=CC(=C2S1)NCC=1OC=CN1)Cl)Cl